N1(CCC1)CC=1N(C2=CC(=CC=C2C(C1C)=O)C1=NC(=NC=C1F)N[C@@H]1C[C@H]2CO[C@@H]([C@H]1O)O2)C(C)C 2-(azetidin-1-ylmethyl)-7-(5-fluoro-2-(((1S,3R,4S,5R)-4-hydroxy-6,8-dioxabicyclo[3.2.1]octan-3-yl)amino)pyrimidin-4-yl)-1-isopropyl-3-methylquinolin-4(1H)-one